C(C)(C)(C1=CC=C(C=C1)OC1=C2C(OC(C2=CC=C1)=O)=O)C1=CC=C(C=C1)OC=1C=C2C(OC(C2=CC1)=O)=O 4,5'-[isopropylidenebis[(4,1-phenylene)oxy]]bis(isobenzofuran-1,3-dione)